C(=O)(O)C=1C=CC=C2C3=C(N(C12)CC1=CC=CC(=N1)C(=O)O)CC(CCC3)CCCCCC 6-({4-carboxy-7-hexyl-5H,6H,7H,8H,9H,10H-cyclohepta[b]indole-5-yl}methyl)pyridine-2-carboxylic acid